C(C)(C)(C)OC(=O)N1C[C@@H]2N(C3=CC(=C(C=C3N(C2)C)C(=O)O)C=O)CC1 (R)-3-(tert-butoxycarbonyl)-9-formyl-6-methyl-2,3,4,4a,5,6-hexahydro-1H-pyrazino[1,2-a]quinoxaline-8-carboxylic acid